BrC=1C=C2CCCN(C2=CC1C(F)F)C=1N=C(N2C1CNCC2)C(C)C 6-bromo-7-(difluoromethyl)-1-{3-isopropyl-5H,6H,7H,8H-imidazo[1,5-a]pyrazin-1-yl}-3,4-dihydro-2H-quinoline